Sodium N-(cyclohexyl)-N-(2,2-difluoro-3β,7β-dihydroxy-5β-cholan-24-oyl)-3-amino-propanesulfonate C1(CCCCC1)N(CCCS(=O)(=O)[O-])C(CC[C@@H](C)[C@H]1CC[C@H]2[C@@H]3[C@H](C[C@@H]4C[C@H](C(C[C@]4(C)[C@H]3CC[C@]12C)(F)F)O)O)=O.[Na+]